ClC=1C=C(C=CC1)C=1C(=CN2C1C(C=1C=CC=CC21)=O)C2OCCC2 1-(3-chlorophenyl)-2-(tetrahydrofuran-2-yl)-9H-pyrrolo[1,2-a]indol-9-one